octadecyl(stearyl)ammonium C(CCCCCCCCCCCCCCCCC)[NH2+]CCCCCCCCCCCCCCCCCC